C(C1=CC=CC=C1)ONC(C(=O)O)=O 2-((benzyloxy)amino)-2-oxoacetic acid